6-({1-[6-(Difluoromethyl)pyridin-3-yl]-4-methyl-1H-1,2,3-triazol-5-yl}methoxy)-1,2,3,4-tetrahydro-2,7-naphthyridine-2-carboxylic acid tert-butyl ester C(C)(C)(C)OC(=O)N1CC2=CN=C(C=C2CC1)OCC1=C(N=NN1C=1C=NC(=CC1)C(F)F)C